CC1=C(C=C(C=C1)NC(=O)[C@@H]1N(CCCC1)C(=O)OC(C)(C)C)C(N[C@H](C)C1=CC(=CC2=CC=CC=C12)C=1C=NN(C1)C)=O |o1:25| tert-butyl (R)-2-((4-methyl-3-(((R*)-1-(3-(1-methyl-1H-pyrazol-4-yl)naphthalen-1-yl)ethyl) carbamoyl)phenyl)carbamoyl)piperidine-1-carboxylate